C(C)(C)(C)OC(=O)N1CC2(CC1)CCN(CC2)C=2C1=C(N=C(N2)C2=CC=NC=C2)C=NC(=C1)CNCC1=C(C=C(C=C1)OC)OC 8-(6-(((2,4-dimethoxybenzyl)amino)methyl)-2-(pyridin-4-yl)pyrido[3,4-d]pyrimidin-4-yl)-2,8-diazaspiro[4.5]decane-2-carboxylic acid tert-butyl ester